3H,5H-oxazolo(3,4-c)oxazole C1C=2N(CO1)COC2